3-(4-(methylthio)-1-oxoisoindolin-2-yl)piperidine-2,6-dione CSC1=C2CN(C(C2=CC=C1)=O)C1C(NC(CC1)=O)=O